C(C(=C)CC(=O)O)(=O)N itaconic acid, amide